COC[C@H]1[C@@H](CN(C1)CC=1C=C2C=CN(C2=CC1)C(=O)C1CCOCC1)OC=1C=C2CN(C(C2=CC1)=O)[C@@H]1C(NC(CC1)=O)=O (3S)-3-(5-{[(3S,4S)-4-(methoxymethyl)-1-{[1-(oxane-4-carbonyl)-1H-indol-5-yl]methyl}pyrrolidin-3-yl]oxy}-1-oxo-2,3-dihydro-1H-isoindol-2-yl)piperidine-2,6-dione